C(C1=CC=CC=C1)N1CC2(C1)CC(C2)NC(=O)N2[C@@H](CN(C[C@@H]2C)C2=NC(=CN=C2)C(F)(F)F)C (2R,6S)-N-{2-benzyl-2-azaspiro[3.3]heptan-6-yl}-2,6-dimethyl-4-[6-(trifluoromethyl)pyrazin-2-yl]piperazine-1-carboxamide